2-(2-((5-(3-(aminomethyl)phenyl)-2-(hydroxymethyl)benzofuran-3-yl)methoxy)-4-methoxyphenyl)acetic acid NCC=1C=C(C=CC1)C=1C=CC2=C(C(=C(O2)CO)COC2=C(C=CC(=C2)OC)CC(=O)O)C1